1-(4-amino-2-(ethoxymethyl)-1H-imidazo[4,5-c]quinolin-1-yl)-2-methylpropan NC1=NC=2C=CC=CC2C2=C1N=C(N2CC(C)C)COCC